C(=O)[O-] (1S)-format